quinolino[2,3-b]-acridine C1=CC=CC=2N=C3C=C4C(=CC3=CC12)N=C1C=CC=CC1=C4